4-((3-cyclohexyl-7-fluoro-2,3-dihydro-1H-benzo[d]imidazol-1-yl)sulfonyl)-N,N-dimethylbenzenesulfonamide C1(CCCCC1)N1CN(C2=C1C=CC=C2F)S(=O)(=O)C2=CC=C(C=C2)S(=O)(=O)N(C)C